C(C)(C)(C)OC(=O)N1CCC([C@](C2=C1C=CC(=C2)Cl)(O)COC(C2=CC=C(C=C2)Br)=O)(F)F (5R)-5-[(4-bromobenzoyloxy)methyl]-7-chloro-4,4-difluoro-5-hydroxy-2,3,4,5-tetrahydro-1H-1-benzazepine-1-carboxylic acid tert-butyl ester